C(C=C)(=O)N1[C@H](CN(CC1)C1=NC(=NC=2CC(CCC12)N1CCC2=CC=CC=C12)N1CC(CC1)N(C)C)CC#N 2-((2S)-1-Acryloyl-4-(2-(3-(dimethylamino)pyrrolidin-1-yl)-7-(indolin-1-yl)-5,6,7,8-tetrahydroquinazolin-4-yl)piperazin-2-yl)acetonitrile